C(C)C(CN1C(C2=C(N(C(C2=C1C=1SC(=CC1)[Sn](C)(C)C)=O)CC(CCCC)CC)C=1SC(=CC1)[Sn](C)(C)C)=O)CCCC 2,5-bis(2-ethylhexyl)-3,6-bis(5-(trimethylstannyl)thiophen-2-yl)-2,5-dihydropyrrolo[3,4-c]pyrrole-1,4-dione